bis(2,2-difluoroethyl)N,N-dimethylamide phosphate P(=O)([O-])([O-])[O-].FC(CC([N-]C)CC(F)F)F